(2-(2,2-difluorocyclopropyl)-6-fluorophenyl)((3aR,6aS)-5-(4,6-dimethylpyrimidin-2-yl)hexahydropyrrolo[3,4-c]pyrrol-2(1H)-yl)methanone FC1(C(C1)C1=C(C(=CC=C1)F)C(=O)N1C[C@@H]2CN(C[C@@H]2C1)C1=NC(=CC(=N1)C)C)F